COCC1(N(CC1)C(=O)OC(C)(C)C)C(=O)OC 1-(tert-butyl) 2-methyl 2-(methoxymethyl)azetidine-1,2-dicarboxylate